methyl 7-(1-(adamantan-1-ylmethyl)-5-methyl-1H-pyrazol-4-yl)-3-(6-(benzo[d]thiazol-2-ylamino)-4-methylpyridazin-3-yl)imidazo[1,2-a]pyridine-8-carboxylate C12(CC3CC(CC(C1)C3)C2)CN2N=CC(=C2C)C2=C(C=3N(C=C2)C(=CN3)C=3N=NC(=CC3C)NC=3SC2=C(N3)C=CC=C2)C(=O)OC